C1=CS(C=C1)(O)O DIOXYTHIOPHENE